BrC1=CC(=C2C(N(C(=NC2=C1F)Cl)COCC[Si](C)(C)C)=O)F 7-bromo-2-chloro-5,8-difluoro-3-((2-(trimethylsilyl)ethoxy)methyl)quinazolin-4(3H)-one